CN(C1=NC=C(C=N1)C(=O)NC=1C=CC(=NC1)C=1N=NN(C1NC(O[C@H](C)C=1C(=NC=C(C1)F)F)=O)C)C (R)-1-(2,5-difluoropyridin-3-yl)ethyl (4-(5-(2-(dimethylamino)pyrimidine-5-carboxamido)pyridin-2-yl)-1-methyl-1H-1,2,3-triazol-5-yl)carbamate